NC1CCN(CC1)C(CCN1CCC(CC1)C1=CC2=C(N(C(N2C)=O)C2C(NC(CC2)=O)=O)C=C1)=O 3-[5-[1-[3-(4-amino-1-piperidyl)-3-oxo-propyl]-4-piperidyl]-3-methyl-2-oxo-benzimidazol-1-yl]piperidine-2,6-dione